C(C)(=O)C=1C(OC2=C(C1N1CCOCC1)C=CC(=C2)NC2=NC=CC(=N2)C2=CC1=C(N(N=C1C=C2)C)CCCC)=O 3-acetyl-7-((4-(3-butyl-2-methyl-2H-indazol-5-yl)pyrimidin-2-yl)amino)-4-morpholino-2H-benzopyran-2-one